COC([C@@H](O)C)=O.COC=1N=C2C(=CC=NC2=CC1OC)OC1=C(C=C(C=C1)NC(=O)C1=C(N=CN(C1=O)C1=CC=C(C=C1)F)C)F N-[4-[(6,7-dimethoxy-1,5-naphthyridin-4-yl)oxy]-3-fluorophenyl]-1-(4-fluorophenyl)-4-methyl-6-oxopyrimidine-5-carboxamide methyl-(S)-lactate